N-(7-(2-morpholinoethoxy)-4-(naphthalen-2-ylamino)quinazolin-6-yl)acrylamide O1CCN(CC1)CCOC1=C(C=C2C(=NC=NC2=C1)NC1=CC2=CC=CC=C2C=C1)NC(C=C)=O